trimethylphosphine gold(I) [Au+].CP(C)C